6-chloro-2-(4-phenoxyphenoxy)nicotinamide ClC1=NC(=C(C(=O)N)C=C1)OC1=CC=C(C=C1)OC1=CC=CC=C1